perfluoro-cyclopentadiene FC1=C(C(=C(C1(F)F)F)F)F